1,5-dimethyl-4-pyrrolin-2-one CN1C(CC=C1C)=O